α,α'-Azobis(isobutyronitrile) N(=NC(C#N)(C)C)C(C#N)(C)C